C(C)NCCCO[Si](OC)(OC)CCCN ethylaminoethyl-aminopropyl-trimethoxysilane